4'-Vinylcytidin-5'-{N,N'-bis[(S)-1-(3,3-dimethylbutoxycarbonyl)ethyl] phosphordiamidat} CC(CCOC(=O)[C@H](C)NP(=O)(N[C@@H](C)C(=O)OCCC(C)(C)C)OC[C@@]1([C@H]([C@H]([C@@H](O1)N1C(=O)N=C(N)C=C1)O)O)C=C)(C)C